FC(CN1CC(N(CC1)CC1=C2C=CN(C2=C(C=C1OC)C)C(=O)OC(C)(C)C)C1=CC(=C(C=C1)C(=O)OC)N1C(CCCC1)=O)F tert-Butyl 4-((4-(2,2-difluoroethyl)-2-(4-(methoxycarbonyl)-3-(2-oxopiperidin-1-yl)phenyl)piperazin-1-yl)methyl)-5-methoxy-7-methyl-1H-indole-1-carboxylate